COC(=O)C1CC(C1)O[Si](C)(C)C(C)(C)C.FC(OC=1C=NC=C(C1)B1OC(C(O1)(C)C)(C)C)F 3-(difluoromethoxy)-5-(tetramethyl-1,3,2-dioxaborolan-2-yl)pyridine methyl-3-[(tert-butyldimethylsilyl)oxy]cyclobutane-1-carboxylate